COC1=C(C=C(C(=C1)\C=C\[N+](=O)[O-])OC)SCCCCC (E)-(2,5-dimethoxy-4-(2-nitrovinyl)phenyl)(pentyl)sulfane